[(2S,6R)-4-isopropyl-6-(5-methyl-2,4-dioxo-pyrimidin-1-yl)-2-(triisopropylsilyloxy-methyl)morpholin-2-yl]methyl benzoate C(C1=CC=CC=C1)(=O)OC[C@@]1(CN(C[C@@H](O1)N1C(NC(C(=C1)C)=O)=O)C(C)C)CO[Si](C(C)C)(C(C)C)C(C)C